CC=1N=C(NC1C)C=1N=CN2C1C=CC(=C2)C=2C(=C(C=CC2F)NS(=O)(=O)C=2C(=NC=C(C2)F)C)F N-[3-[1-(4,5-dimethyl-1H-imidazol-2-yl)imidazo[1,5-a]pyridin-6-yl]-2,4-difluorophenyl]-5-fluoro-2-methylpyridine-3-sulfonamide